4-fluoro-3-isopropyl-5-(1,4-dioxa-8-azaspiro[4.5]decan-8-yl)-1H-pyrrolo[2,3-c]pyridine-1-carboxylic acid tert-butyl ester C(C)(C)(C)OC(=O)N1C=C(C=2C1=CN=C(C2F)N2CCC1(OCCO1)CC2)C(C)C